[Ti].[V].[Nb].[Mo].[Ni] nickel-molybdenum-niobium-vanadium-titanium